(E)-2-fluoro-N-(2-methoxy-5-(4-(4-(4-oxopent-2-enoyl)piperazin-1-yl)pyrido[3,2-d]pyrimidin-6-yl)pyridin-3-yl)-4-(trifluoromethyl)benzenesulfonamide FC1=C(C=CC(=C1)C(F)(F)F)S(=O)(=O)NC=1C(=NC=C(C1)C=1C=CC=2N=CN=C(C2N1)N1CCN(CC1)C(\C=C\C(C)=O)=O)OC